2-(3-cyanophenyl)-3-(2,6-dimethyl-4-pyridyl)-N-[[(2R)-5-oxopyrrolidin-2-yl]methyl]pyrazolo[1,5-a]pyrimidine-5-carboxamide C(#N)C=1C=C(C=CC1)C1=NN2C(N=C(C=C2)C(=O)NC[C@@H]2NC(CC2)=O)=C1C1=CC(=NC(=C1)C)C